C(C)(C)(C)OC(=O)N(C(OC(C)(C)C)=O)C=1C2=C(N=CN1)N(C=C2C2=CC=C(C1=C2C=CO1)NC(=O)NC1=CC(=C(C=C1)OC1CCN(CC1)CC)C(F)(F)F)C1CC1 tert-butyl (tert-butoxycarbonyl)(7-cyclopropyl-5-(7-(3-(4-((1-ethylpiperidin-4-yl)oxy)-3-(trifluoromethyl)phenyl)ureido)benzofuran-4-yl)-7H-pyrrolo[2,3-d]pyrimidin-4-yl)carbamate